ClC1=C(C=CC(=C1)OC1=CC=C(C=C1)Cl)C(CN1N=CN=C1)O 1-[2-chloro-4-(4-chlorophenoxy)phenyl]-2-(1H-1,2,4-triazole-1-yl)Ethanol